5-chloro-2-[(4-methoxy-4-piperidyl)methyl]pyridine ClC=1C=CC(=NC1)CC1(CCNCC1)OC